racemic-10-bromo-7,8-dichloro-6-(difluoromethyl)-1-methyl-3,4,5,6-tetrahydroazepino[4,5-b]indol-2(1H)-one BrC=1C=2C3=C(N(C2C(=C(C1)Cl)Cl)C(F)F)CCNC([C@@H]3C)=O |r|